(R)-6-fluoro-N-(2-(hydroxymethyl)-2-methyl-6-morpholino-2,3-dihydrobenzofuran-5-yl)pyrazolo[1,5-a]pyrimidine-3-carboxamide FC=1C=NC=2N(C1)N=CC2C(=O)NC=2C(=CC1=C(C[C@](O1)(C)CO)C2)N2CCOCC2